(R)-2-chloro-7-isopropyl-3-(3-methoxypropoxy)-10-(pyridin-2-yl)-6,7-dihydro-11H-benzo[f]pyrido[1,2-d][1,4]oxazepin-11-one ClC=1C(=CC2=C(C=3N([C@@H](CO2)C(C)C)C=C(C(C3)=O)C3=NC=CC=C3)C1)OCCCOC